BrC=1N=C(N2C1C(=NC=C2)Cl)C2CCC(CC2)(C(=O)OC)C methyl 4-(1-bromo-8-chloroimidazo[1,5-a]pyrazin-3-yl)-1-methylcyclohexanecarboxylate